ClC=1C=C(NC2(CCC3([C@H](CC4=CC=5OC[C@H](OC5C=C34)C)C[C@H](CO)C)CC2)C(=O)OC)C=CC1 methyl (1R,3'R,4S,7'S)-4-(3-Chloroanilino)-7'-[(2R)-3-hydroxy-2-methylpropyl]-3'-methyl-2',3',7',8'-tetrahydrospiro[cyclohexane-1,6'-indeno[5,6-B][1,4]dioxine]-4-carboxylate